(R)-N-(6-(5-(2-hydroxypropan-2-yl)-6,7-dihydro-5H-pyrrolo[2,1-c][1,2,4]triazol-3-yl)pyridin-2-yl)-3-methoxy-1-(pyrazin-2-yl)-1H-pyrazole-4-carboxamide OC(C)(C)[C@H]1CCC2=NN=C(N21)C2=CC=CC(=N2)NC(=O)C=2C(=NN(C2)C2=NC=CN=C2)OC